4-(butylsulfonyl)-6-(3,5-dimethylisoxazol-4-yl)-3,4-dihydro-2H-benzo[b][1,4]Oxazine-2-carboxylic acid C(CCC)S(=O)(=O)N1C2=C(OC(C1)C(=O)O)C=CC(=C2)C=2C(=NOC2C)C